NCCN1CC(N(CC1)C1=CC(=CC=C1)C=1C(=C2C(=NC1)NC=C2CC)Cl)=O 4-(2-aminoethyl)-1-(3-(4-chloro-3-ethyl-1H-pyrrolo[2,3-b]pyridin-5-yl)phenyl)piperazin-2-one